1-trimethoxysilylethyldimethylsilyl-4-(diethylamino)(methyldimethoxysilylpropylamino)methylsilylethyldimethylsilylbenzene CO[Si](C(C)C=1C(=C(C(=C(C1)[SiH](C)C)CC[SiH2]CNCCC[Si](OC)(OC)C)[SiH](C)C)N(CC)CC)(OC)OC